(S)-8'-(difluoromethoxy)-7-((difluoromethyl)thio)-8-fluoro-6'-(trifluoromethyl)-3'h-spiro[chroman-4,2'-imidazo[1,2-a]pyridine] FC(OC=1C=2N(C=C(C1)C(F)(F)F)C[C@]1(N2)CCOC2=C(C(=CC=C21)SC(F)F)F)F